FC1=C(C=CC=C1)P(OCC1CCCCC1)([O-])=O cyclohexylmethyl (2-fluorophenyl)phosphonate